methyl ((R)-N-(tert-butoxycarbonyl)-4-methyl phenylsulfonimidoyl)-L-prolinate C(C)(C)(C)OC(=O)N=[S@](=O)(C1=CC=C(C=C1)C)N1[C@@H](CCC1)C(=O)OC